C(C)N(CC)C(C(=O)N(C)C)CC diethylamino-N,N-dimethylbutyric acid amide